N(C#N)C1CCC(CC1)NC(=O)C=1SC=2N=CC=C3N(C(NC1C23)=O)C2=C(C=C(C=C2)OC2=CC=CC=C2)C N-((1S,4S)-4-Cyanamidocyclohexyl)-5-(2-methyl-4-phenoxyphenyl)-4-oxo-4,5-dihydro-3H-1-thia-3,5,8-triazaacenaphthylene-2-carboxamide